FC(C1=NN=C(S1)N1C=2N(C3=C1C=C(C=C3N3CCC1(COC1)CC3)S(=O)(=O)NC3(CC3)CF)C=CN2)F 9-(5-(difluoromethyl)-1,3,4-thiadiazol-2-yl)-N-(1-(fluoromethyl)cyclopropyl)-5-(2-oxa-7-azaspiro[3.5]nonan-7-yl)-9H-benzo[d]imidazo[1,2-a]imidazole-7-sulfonamide